(3-methyl-1H-pyrazol-4-yl)boronic acid CC1=NNC=C1B(O)O